6-chloro-N-{3-methyl-4-[(3R)-oxan-3-yloxy]phenyl}pyrido[3,2-d]pyrimidin-4-amine ClC=1C=CC=2N=CN=C(C2N1)NC1=CC(=C(C=C1)O[C@H]1COCCC1)C